6-methylheptane-3-ol CC(CCC(CC)O)C